FC1(CN(C1)C1=CC(=NC=C1)N1N=C2N=CC(=CC2=C1)C1=NC=CC=C1)F 3,3-difluoro-N-{2-[5-(pyridin-2-yl)-2H-pyrazolo[3,4-b]pyridin-2-yl]pyridin-4-yl}azetidine